[Sb].[La].[Co] cobalt-lanthanum-antimony